para-nitrostyrene [N+](=O)([O-])C1=CC=C(C=C)C=C1